aluminum (iii) hydroxide [OH-].[Al+3].[OH-].[OH-]